[Ni]=O.[Yb] ytterbium nickel-oxide